ClC=1C=C(C=2N(N1)C=C(N2)CO)N2C(N(C(C2)=O)C)=O 1-(6-chloro-2-(hydroxymethyl)imidazo[1,2-b]Pyridazin-8-yl)-3-methylimidazole-2,4-dione